C1(=CCCCC1)C#CC1=CC2=C(OC[C@@H](C(N2C)=O)NC(C(=O)NCCC2=CC=CC=C2)=O)C=C1 (S)-N1-(7-(cyclohex-1-en-1-ylethynyl)-5-methyl-4-oxo-2,3,4,5-tetrahydrobenzo[b][1,4]oxazepin-3-yl)-N2-phenethyloxalamide